CC1=NC2=C(N1)C=C(C=C2C(=O)O)C2=CC=C(C=C2)C2=C(C=CC=C2)CN2CCCC2 2-methyl-6-(2'-(pyrrolidin-1-ylmethyl)-[1,1'-biphenyl]-4-yl)-1H-benzo[d]imidazole-4-carboxylic acid